C(CCCCCCCCC)C(CC(CCCCCCCCC)CC)C=1NC=C[NH+]1 1-decyl-3-(2-ethyl)dodecylimidazolium